C(C)(C)(C)N(C(O)=O)C1CN(C1)C1=NC(=CC=C1F)C=O.OC[C@H]1CN(CC1)C1=CC=C(C=C1)N1C(NC(CC1)=O)=O {4-[(3R)-3-(hydroxymethyl)pyrrolidin-1-yl]phenyl}-1,3-diazinane-2,4-dione tert-Butyl-(1-(3-fluoro-6-formylpyridin-2-yl)azetidin-3-yl)carbamate